3-((tert-Butoxycarbonyl)amino)-4-methoxy-1H-pyrrole-2-carboxylic acid methyl ester COC(=O)C=1NC=C(C1NC(=O)OC(C)(C)C)OC